C(CO)C(CO)O The molecule is a triol that is butane carrying three hydroxy substituents at position 1, 2 and 4. It has a role as a bacterial xenobiotic metabolite and an Escherichia coli metabolite. It derives from a hydride of a butane.